ClC1=C(C(=O)NC=2C=C3C=C(N(C3=CC2)C)C(=O)NC2=CC(=CC(=C2)F)F)C=C(C=C1)CNC(C(C)C)=O 5-(2-chloro-5-(isobutyrylaminomethyl)benzoylamino)-N-(3,5-difluorophenyl)-1-methyl-1H-indole-2-carboxamide